C(C(=C)CC(=O)O)(=O)O.C(=C)N1C(CCC1)=O N-vinyl-pyrrolidone, itaconic acid salt